C1(CC1)C1=NC(=CC(=N1)C(=O)NC1=CC(=CC=C1)C1(COC1)[C@@H](C1=NN=CN1C)F)C (S)-2-cyclopropyl-N-(3-(3-(fluoro(4-methyl-4H-1,2,4-triazol-3-yl)methyl)-oxetan-3-yl)phenyl)-6-methylpyrimidine-4-carboxamide